FC(CC1=CC=C(C=C1)C1CN(C1)C(=O)N1C[C@@H]2[C@H](OCC(N2)=O)CC1)(F)F (-)-trans-6-[3-[4-(2,2,2-Trifluoroethyl)phenyl]azetidine-1-carbonyl]-4,4a,5,7,8,8a-hexahydropyrido[4,3-b][1,4]oxazin-3-one